(R)-2-((3S,5S)-3,5-Dimethylpiperazin-1-yl)-N-(3-(5-fluoro-2-((2-fluoro-3-(methylsulfonyl)phenyl)amino)pyrimidin-4-yl)-1H-indol-7-yl)propanamid C[C@H]1CN(C[C@@H](N1)C)[C@@H](C(=O)NC=1C=CC=C2C(=CNC12)C1=NC(=NC=C1F)NC1=C(C(=CC=C1)S(=O)(=O)C)F)C